C(\C=C/C(=O)[O-])(=O)[O-].[Cl-].C[NH+](C)C.C[NH+](C)C.C[NH+](C)C trimethyl-ammonium chloride maleate